(E)-4-((4-(hexyloxy)phenyl)diazenyl)-3,5-dimethylisoxazole C(CCCCC)OC1=CC=C(C=C1)/N=N/C=1C(=NOC1C)C